6-chloro-N-isopropyl-3-((1-(2-(2-methoxypyridin-4-yl)-3,6-dimethyl-4-oxo-4H-chromen-8-yl)ethyl)amino)pyridine ClC1=CC=C(CN1C(C)C)NC(C)C=1C=C(C=C2C(C(=C(OC12)C1=CC(=NC=C1)OC)C)=O)C